C(CCCCCCC\C=C/C\C=C/CCCCC)(=O)OCC(COC(C=C(CCCCCCCCCC)CCCCCCCCCC)=O)COC(=O)OCC1CCN(CC1)CC 3-((3-decyltridec-2-enoyl)oxy)-2-(((((1-ethylpiperidin-4-yl)methoxy)carbonyl)oxy)methyl)propyl (9Z,12Z)-octadeca-9,12-dienoate